BrC1=CC=C(C(=N1)C[C@@H](C1=C(C=CC=C1)C1=NOC2=C1C=CC(=C2)F)N[S@@](=O)C(C)(C)C)C (S)-N-{(S)-2-[6-Bromo-3-methylpyridine-2-yl]-1-[2-(6-fluorobenzo[d]isoxazol-3-yl)phenyl]ethyl}-2-methylpropane-2-sulfinamide